BrC=1N(C(=C(N1)Br)Br)CC1=CC=C(C=C1)C1=NOC(=N1)C(F)(F)F 3-[4-[(2,4,5-tribromoimidazol-1-yl)methyl]phenyl]-5-(trifluoromethyl)-1,2,4-oxadiazole